(R)-1-mercapto-3-(methoxymethoxy)propan-2-ol SC[C@@H](COCOC)O